FC1=C(C=CC=C1)C1=NN2C(N=C(C=C2)N2CCOCC2)=C1C(=O)N[C@@H]1C(NC2=C(C(=N1)C1=CC=CC=C1)C=CC=C2)=O 2-(2-Fluorophenyl)-5-(morpholin-4-yl)-N-[(3S)-2-oxo-5-phenyl-2,3-dihydro-1H-1,4-benzodiazepin-3-yl]pyrazolo[1,5-a]pyrimidine-3-carboxamide